ClC1=C(C(=CC=C1Cl)O)[C@H]1C[C@@H]2N(C(OC2(C)CO)=O)C1 (6R,7aS)-6-(2,3-dichloro-6-hydroxyphenyl)-1-(hydroxymethyl)-1-methyl-tetrahydropyrrolo[1,2-c][1,3]oxazol-3-one